ClC=1C=C(C=C(C1)C1=NC=C(C=N1)F)C1(COC2(CCCC2)CN1C(C=C)=O)C 1-(8-(3-chloro-5-(5-fluoropyrimidin-2-yl)phenyl)-8-methyl-6-oxa-9-azaspiro[4.5]decan-9-yl)prop-2-en-1-one